C(C)(=O)N1[C@@H](CN(C[C@@H]1C)C(C(F)(F)C=1C=C(C(=O)NC2=CC(=C(C=C2)F)C)C=CC1F)=O)C 3-(2-((3R,5S)-4-acetyl-3,5-dimethylpiperazin-1-yl)-1,1-difluoro-2-oxoethyl)-4-fluoro-N-(4-fluoro-3-methylphenyl)benzamide